N-(3-(5-(2-acetamidopyridin-4-yl)-2-(methylthio)-1H-imidazol-4-yl)phenyl)-3-fluorobenzamide C(C)(=O)NC1=NC=CC(=C1)C1=C(N=C(N1)SC)C=1C=C(C=CC1)NC(C1=CC(=CC=C1)F)=O